FC(CN1C=NC2=CC=C(C=C2C1=O)C=1C=CC(=NC1)NC(CCCC)=O)C N-(5-(3-(2-fluoropropyl)-4-oxo-3,4-dihydroquinazolin-6-yl)pyridin-2-yl)pentanamide